OCCN1C=NC2=C1C=C(C=C2)C(=O)O 3-(2-hydroxyethyl)benzimidazole-5-carboxylic acid